2-((R)-3-methyl-2,3-dihydropyrrolo[3',2':5,6]pyrido[2,3-b][1,4]oxazin-1(6H)-yl)-N-(((R)-5-nitro-3-(tetrahydro-2H-pyran-4-yl)-3,4-dihydro-2H-benzo[b][1,4]oxazin-7-yl)sulfonyl)benzamide C[C@@H]1CN(C2=C(O1)N=C1C(=C2)C=CN1)C1=C(C(=O)NS(=O)(=O)C=2C=C(C3=C(OC[C@H](N3)C3CCOCC3)C2)[N+](=O)[O-])C=CC=C1